C(C)OC=1C=C2C(=C(C(=NC2=CC1)C1=CC(=CC=C1)C(F)(F)F)CN1CCC(CC1)N1CCOCC1)C(=O)NC1(CC1)C1=CC=CC=C1 6-(ethoxy)-3-{[4-(4-morpholinyl)-1-piperidinyl]methyl}-N-(1-phenylcyclopropyl)-2-[3-(trifluoromethyl)phenyl]-4-quinolinecarboxamide